1-(5-fluoro-2-methoxybenzyl)-3-(4-methoxy-3-(pentyloxy)phenyl)-5-((pyrimidin-4-ylmethoxy)methyl)tetrahydropyrimidin-2(1H)-one FC=1C=CC(=C(CN2C(N(CC(C2)COCC2=NC=NC=C2)C2=CC(=C(C=C2)OC)OCCCCC)=O)C1)OC